1-(3-bromo-5-(2,3-dichlorophenyl)-6-((4-methoxybenzyl)oxy)pyrazin-2-yl)-4-methylpiperazine BrC=1C(=NC(=C(N1)C1=C(C(=CC=C1)Cl)Cl)OCC1=CC=C(C=C1)OC)N1CCN(CC1)C